1-chloro-6-cyanoisoquinolin-7-yl trifluoromethanesulfonate FC(S(=O)(=O)OC1=C(C=C2C=CN=C(C2=C1)Cl)C#N)(F)F